2-hydroxyethyl 2-(1-((4'-(1,1,1,3,3,3-hexafluoro-2-hydroxypropan-2-yl)-[1,1'-biphenyl]-4-yl)methyl)-4-(pyridin-4-ylmethyl)piperazin-2-yl)acetate FC(C(C(F)(F)F)(O)C1=CC=C(C=C1)C1=CC=C(C=C1)CN1C(CN(CC1)CC1=CC=NC=C1)CC(=O)OCCO)(F)F